C1(CCCCCC1)C=1C(NC=CC1)=O cycloheptyl-pyridone